C1(CC1)S(=O)(=O)N1CCC(CC1)CC1=CC=2N(C=C1)N=CC2N2C(NC(CC2)=O)=O 1-(5-((1-(cyclopropylsulfonyl)piperidin-4-yl)methyl)pyrazolo[1,5-a]pyridin-3-yl)dihydropyrimidine-2,4(1H,3H)-dione